[C@H]12CC(=C[C@H](CC1)N2)C=2C1=C(N=C(N2)OC[C@]23CCCN3C[C@@H](C2)F)C(=C(N=C1)C1=CC(=CC2=CC=C(C(=C12)C#C)F)O)F 4-(4-((1r,5s)-8-azabicyclo[3.2.1]oct-3-en-3-yl)-8-fluoro-2-(((2r,7as)-2-fluorohexahydro-1H-pyrrolizin-7a-yl)methoxy)pyrido[4,3-d]pyrimidin-7-yl)-5-ethynyl-6-fluoronaphthalen-2-ol